6-[3-(benzyloxy)-2-(1,3-dioxolan-2-yl)phenoxy]-3-methylpyrazine-2-carboxylic acid C(C1=CC=CC=C1)OC=1C(=C(OC2=CN=C(C(=N2)C(=O)O)C)C=CC1)C1OCCO1